racemic-4-ethyl-2-(6-fluoro-4-hydroxy-1-isopropyl-3-(o-tolyl)-1,2,3,4-tetrahydroquinolin-7-yl)-5-(hydroxymethyl)-2,4-dihydro-3H-1,2,4-triazol-3-one C(C)N1C(N(N=C1CO)C1=C(C=C2C(C(CN(C2=C1)C(C)C)C1=C(C=CC=C1)C)O)F)=O